6-chloro-8-((4R)-7-hydroxyspiro[2.4]heptan-4-yl)-2-((1-(methylsulfonyl)piperidin-4-yl)amino)pyrido[2,3-d]pyrimidin-7(8H)-one ClC1=CC2=C(N=C(N=C2)NC2CCN(CC2)S(=O)(=O)C)N(C1=O)[C@H]1C2(CC2)C(CC1)O